O=C1N(C2=CC=CC=C2C1CC#N)C1CCN(CC1)C1CCC(CC1)=C(C)C 2-(2-oxo-1-(1-(4-(propan-2-ylidene)cyclohexyl)piperidin-4-yl)indolin-3-yl)acetonitrile